6-(3'-((3-hydroxyazetidin-1-yl)methyl)-[1,1'-biphenyl]-4-yl)-2-methyl-1H-benzo[d]imidazole-4-carboxylic acid OC1CN(C1)CC=1C=C(C=CC1)C1=CC=C(C=C1)C=1C=C(C2=C(NC(=N2)C)C1)C(=O)O